CC1=NN(C2=NC(=CN=C21)N2CC1(CN(C1)C1=CC(=NC=C1)C(F)(F)F)CC2)C2COC2 3-methyl-1-(oxetan-3-yl)-6-(2-(2-(trifluoromethyl)pyridin-4-yl)-2,6-diazaspiro[3.4]octan-6-yl)-1H-pyrazolo[3,4-b]pyrazine